C(CCCCCCCCCCCCCCCCC)(=O)OC(CCCCCCCCCCCCCCCCCCC)=O arachidoyl stearate